[N+](=O)([O-])C1=CC=C(C=C1)C1=CC=C(C=C1)C=1C=CC2=C(SC3=C2C=CC(=C3)C3=CC=C(C=C3)C3=CC=C(C=C3)[N+](=O)[O-])C1 3,7-bis(4'-nitro-[1,1'-biphenyl]-4-yl)dibenzo[b,d]thiophene